4-{N-[(2-chloroquinolin-7-yl)methyl]-3-(pyridin-4-yl)propanamido}-1-methyl-1H-pyrazole-3-carboxamide ClC1=NC2=CC(=CC=C2C=C1)CN(C(CCC1=CC=NC=C1)=O)C=1C(=NN(C1)C)C(=O)N